O[C@@H]1C[C@H](N(C1)C(=O)OC(C)(C)C)C(NCC1=CC=C(C=C1)C1=C(N=CS1)C)=O tert-butyl (2S,4R)-4-hydroxy-2-((4-(4-methylthiazol-5-yl)benzyl)carbamoyl)pyrrolidine-1-carboxylate